5-(tert-butyl)-N-(2-methyl-4-(3-(3-methylpiperazin-1-yl)pyridin-4-yl)benzyl)-1,2,4-oxadiazole-3-carboxamide hydrochloride Cl.C(C)(C)(C)C1=NC(=NO1)C(=O)NCC1=C(C=C(C=C1)C1=C(C=NC=C1)N1CC(NCC1)C)C